[Na+].ClC1=C(C(C(=O)[O-])=C(C=C1)Cl)OC.C(O)CN Monoethanolamine 3,6-dichloro-o-anisate Monosodium